FC1=CC(=C(C=C1F)C(/C=C/C1=CC=C(C(=O)OC)C=C1)=O)O (E)-Methyl 4-(3-(4,5-difluoro-2-hydroxyphenyl)-3-oxoprop-1-en-1-yl)benzoate